FC(C1=NN=C(O1)C=1C=CC=NC1)F 5-(5-(difluoromethyl)-1,3,4-oxadiazol-2-yl)pyridin